(3E)-6-chloro-3-hexenyloxymethyl ether ClCC/C=C/CCOCOCOCC\C=C\CCCl